CC=1[SH+]C=CC=CC=CC1 Methyl-Thioninium